NC=1C=C(C=CC1)C(C(C(C1=CC(=CC=C1)N)(F)F)(F)F)(F)F 1,3-bis(3-aminophenyl)hexafluoropropane